C(C)(C)(C)OC(=O)N1CCN(CC1)C1=NC=2N(C=C1F)N=CC2C=2C(=NC=C(C2)F)OC2CC2 tert-butyl-4-[3-[2-(cyclopropoxy)-5-fluoro-3-pyridyl]-6-fluoro-pyrazolo[1,5-a]pyrimidin-5-yl]piperazine-1-carboxylate